4-[4-bromo-6-(2-chloro-3-methyl-phenyl)-3-hydroxy-pyridin-2-yl]-4-oxo-butyric acid ethyl ester C(C)OC(CCC(=O)C1=NC(=CC(=C1O)Br)C1=C(C(=CC=C1)C)Cl)=O